(R)-N-(1-(4-methyl-5-((4-(4-morpholino-7H-pyrrolo[2,3-d]pyrimidin-6-yl)phenyl)amino)pyrimidin-2-yl)piperidin-3-yl)acrylamide CC1=NC(=NC=C1NC1=CC=C(C=C1)C1=CC2=C(N=CN=C2N2CCOCC2)N1)N1C[C@@H](CCC1)NC(C=C)=O